tert.-Butyl-3-{[2-(4-isopropylphenyl)imidazo[1,2-a]-pyridin-3-yl]methyl}-3,6-diazabicyclo[3.1.1]heptan-6-carboxylat C(C)(C)(C)OC(=O)N1C2CN(CC1C2)CC2=C(N=C1N2C=CC=C1)C1=CC=C(C=C1)C(C)C